FC=1C=C(C#N)C=C(C1)OC1=CC=C2C=3[C@](CC(C13)=O)(C(C2(F)F)(F)F)O (R)-3-fluoro-5-((3,3,4,4-tetrafluoro-2a-hydroxy-1-oxo-2,2a,3,4-tetrahydro-1H-cyclopenta[cd]inden-7-yl)oxy)benzonitrile